(1r,3r)-3-(2-(trifluoromethoxy)pyridin-3-yl)cyclobutyl ((2-(2,6-dioxopiperidin-3-yl)-4-fluoro-3-oxoisoindolin-5-yl)methyl)carbamate O=C1NC(CC[C@H]1N1CC2=CC=C(C(=C2C1=O)F)CNC(OC1CC(C1)C=1C(=NC=CC1)OC(F)(F)F)=O)=O